isopentyl-allyl-thiourethane C(CC(C)C)N(C(=S)OCC)CC=C